Br[C@H](C)C=1C=2OC=3C4=C(CCC3C(C2C=C(C1)C)=O)C=CC=C4 |r| (±)-11-(1-Bromoethyl)-9-methyl-5,6-dihydro-7H-benzo[c]xanthen-7-one